C1(CC1)[C@@]1(C(NC(N1)=O)=O)C[C@@H](C(C)C)C(=O)N1CC2C=CC(=CC2C1)C(F)(F)F (5R)-5-cyclopropyl-5-[(2S)-3-methyl-2-[5-(trifluoromethyl)-1,3,3a,7a-tetrahydroisoindole-2-carbonyl]butyl]imidazolidine-2,4-dione